C(C(C)(C)C)(=O)OC1CN(CC=C1)C1C(CCC1)C 1-(2-methylcyclopentyl)-1,2,3,6-tetrahydropyridin-3-yl pivalate